FC=1C=C(C=C(C1)F)C1CCC=2N1C(C1(N2)CCN(CC1)C(=O)OC(C)(C)C)=O tert-Butyl 5'-(3,5-difluorophenyl)-3'-oxo-6',7'-dihydro-3'H,5'H-spiro[piperidine-4,2'-pyrrolo[1,2-a]imidazole]-1-carboxylate